OCC1C(C1C(=O)N)(C)C 3-hydroxymethyl-2,2-dimethylcyclopropane-1-amide